ClC=1C=C(C=CC1F)NC(N(C)[C@H](C)C1=CNC(C2=C(C=C(C=C12)F)F)=O)=O |r| racemic-3-(3-chloro-4-fluorophenyl)-1-(1-(6,8-difluoro-1-oxo-1,2-dihydroisoquinolin-4-yl)ethyl)-1-methylurea